2,3-dimethyl-4-(1,2,3,4-tetrahydroisoquinolin-5-yl)-1H-pyrrolo[2,3-c]pyridine-7-carboxamide CC1=C(C=2C(=C(N=CC2C2=C3CCNCC3=CC=C2)C(=O)N)N1)C